C1(CC1)C=1NC=2C(=NC(=C(C2)C=2C=CC=C3C(=NN(C23)C)NS(=O)(=O)C)[C@H](CC2=CC(=CC(=C2)F)F)NC(OC(C)(C)C)=O)N1 tert-butyl (S)-(1-(2-cyclopropyl-6-(1-methyl-3-(methylsulfonamido)-1H-indazol-7-yl)-1H-imidazo[4,5-b]pyridin-5-yl)-2-(3,5-difluorophenyl)ethyl)carbamate